BrC=1C=CC=C2N=CC(=NC12)C1CCN(CC1)C(CCCCCNC=1C=C2C(N(C(C2=CC1)=O)C1C(NC(CC1)=O)=O)=O)=O 5-((6-(4-(8-bromoquinoxalin-2-yl)piperidin-1-yl)-6-oxohexyl)amino)-2-(2,6-dioxopiperidin-3-yl)isoindoline-1,3-dione